C(CCCCCCC)O R-octanol